(S)-2-((3-(cyclopropylsulfonyl)phenoxy)methyl)oxirane C1(CC1)S(=O)(=O)C=1C=C(OC[C@H]2OC2)C=CC1